((3R,4S)-3-amino-4-fluoropiperidin-1-yl)(1-(cyclopropylmethyl)-2-(1-(3-hydroxypropyl)-2,3-dihydro-1H-pyrrolo[1,2,3-de]quinoxalin-5-yl)-7-methoxy-1H-benzo[d]imidazol-5-yl)methanone N[C@@H]1CN(CC[C@@H]1F)C(=O)C1=CC2=C(N(C(=N2)C2=CC=3C=4N2CCN(C4C=CC3)CCCO)CC3CC3)C(=C1)OC